FC(=C(F)F)[B-](C(=C(F)F)F)(C(=C(F)F)F)C(=C(F)F)F.C1(=CC=CC=C1)[C+](C1=CC=CC=C1)C1=CC=CC=C1 triphenylmethylium tetrakis(1,2,2-trifluorovinyl)borate